2-((4-fluoro-2-methylphenyl)-amino)-N-(6-nitropyridin-3-yl)-4-(trifluoromethyl)-benzamide FC1=CC(=C(C=C1)NC1=C(C(=O)NC=2C=NC(=CC2)[N+](=O)[O-])C=CC(=C1)C(F)(F)F)C